C(C1=CC=CC=C1)OC(=O)N1CC(N(CC1)C=1SC2=C(CN(CC2)C(=O)OC(C)(C)C)N1)=O tert-butyl 2-(4-benzyloxycarbonyl-2-oxo-piperazin-1-yl)-6,7-dihydro-4H-thiazolo[4,5-c]pyridine-5-carboxylate